N,N-bis(hydroxylethyl)octadecylamine OCCN(CCO)CCCCCCCCCCCCCCCCCC